(S)-4-(4-acryloyl-1-(oxetan-3-yl)piperazin-2-yl)-6-chloro-N-methyl-[2,4'-bipyridine] C(C=C)(=O)N1CC(N(CC1)C1COC1)C=1C=C(N([C@H](C1)Cl)C)C1=CC=NC=C1